C(=O)(OC(C)(C)C)N1CCC(CC1)N1N=CC(=C1)B1OC(C)(C)C(C)(C)O1 1-(N-BOC-piperidine-4-yl)pyrazole-4-boronic acid pinacol ester